S1C=CC2=C1C1=C(C(NC=C1)=O)S2 Thieno[2',3':4,5]Thieno[2,3-c]Pyridin-5(6H)-One